[2-(3-chlorophenyl)ethyl]-6-methyl-4-[(1-methylcyclopropyl)amino]furo[2,3-d]pyrimidine-5-carboxamide ClC=1C=C(C=CC1)CCC=1N=C(C2=C(N1)OC(=C2C(=O)N)C)NC2(CC2)C